N-(3-bromo-4-fluorophenyl)-N'-hydroxy-4-((2-(methylsulfonyl)ethyl)amino)-1,2,5-oxadiazole-3-carboxamidine BrC=1C=C(C=CC1F)NC(=NO)C1=NON=C1NCCS(=O)(=O)C